NC([C@H](C[C@H]1C(NCC1)=O)NC(=O)[C@H]1N(C[C@@H](C1)C1CCCCC1)C(=O)C=1NC2=CC=CC(=C2C1)OC)=O (2S,4S)-N-[(1S)-2-amino-2-oxo-1-[[(3S)-2-oxopyrrolidin-3-yl]methyl]ethyl]-4-cyclohexyl-1-(4-methoxy-1H-indole-2-carbonyl)pyrrolidine-2-carboxamide